di(1-butyl-3-methylimidazole) hydrogen phosphate salt P(=O)(O)(O)O.C(CCC)N1CN(C=C1)C.C(CCC)N1CN(C=C1)C